FC1=CC=C(C2=CC=CC=C12)/C(/C=1C(N(N=C(C1O)C)C)=O)=N/OCC#C 4-[(Z)-(4-fluoro-1-naphthalenyl)[(2-propyn-1-yloxy)imino]methyl]-5-hydroxy-2,6-dimethyl-3(2H)-pyridazinone